OCCS(=O)(=O)NC1=CC(=C(C(=O)NC2=CC=CC=3N=C4N(CCCC4)C32)C=C1)N1CCC3(CC3)CC1 4-((2-hydroxyethyl)sulfonylamino)-2-(6-azaspiro[2.5]oct-6-yl)-N-(benzo[4,5]imidazo[1,2-a]piperidin-9-yl)benzamide